4-(2-Boc-hydrazino)tetrahydro-2H-pyran-4-carboxylic acid C(=O)(OC(C)(C)C)NNC1(CCOCC1)C(=O)O